2-(3,5-dichloro-4-(4-hydroxy-3-(morpholinosulfonyl)phenoxy)phenyl)-6-(difluoromethyl)-1,2,4-triazine-3,5(2H,4H)-dione ClC=1C=C(C=C(C1OC1=CC(=C(C=C1)O)S(=O)(=O)N1CCOCC1)Cl)N1N=C(C(NC1=O)=O)C(F)F